CN1C(=NC2=C(C=C(C=C2C1=O)C)[C@@H](C)NC1=C(C(=O)O)C=C(C=C1)F)[C@H]1COCCC1 2-[[(1R)-1-[3,6-dimethyl-4-oxo-2-[(3S)-tetrahydropyran-3-yl]quinazolin-8-yl]ethyl]amino]-5-fluoro-benzoic acid